N-(9-((2R,3R,4S,5S)-4,5-dihydroxy-3-methoxytetrahydrofuran-2-yl)-9H-purin-6-yl)-N-methylbenzamide O[C@H]1[C@H]([C@@H](O[C@@H]1O)N1C2=NC=NC(=C2N=C1)N(C(C1=CC=CC=C1)=O)C)OC